3-(3,5-dichlorophenyl)-8-isopropylimidazo[1,2-b]Pyridazine-7-carboxylic acid ethyl ester C(C)OC(=O)C1=C(C=2N(N=C1)C(=CN2)C2=CC(=CC(=C2)Cl)Cl)C(C)C